NC=1N=C(C2=C(N1)CN(C2)C(=O)NCC(C)(F)F)C2=C(C=C(C=C2OCC[C@](CN2N=CN=C2)(O)C2=C(C=C(C=C2)F)F)Cl)Cl 2-amino-4-(2,4-dichloro-6-((S)-3-(2,4-difluorophenyl)-3-hydroxy-4-(1H-1,2,4-triazol-1-yl)butoxy)phenyl)-N-(2,2-difluoropropyl)-5,7-dihydro-6H-pyrrolo[3,4-d]pyrimidine-6-carboxamide